4,7-diphenyl-1,10-phenanthroline C1(=CC=CC=C1)C1=CC=NC2=C3N=CC=C(C3=CC=C12)C1=CC=CC=C1